(7R,8R)-N-benzyl-7-methyl-1,4-dioxaspiro[4.5]decan-8-amine C(C1=CC=CC=C1)N[C@H]1[C@@H](CC2(OCCO2)CC1)C